CN1CCN(CC1)CC1=C(C=C(C=C1)C(F)(F)F)C1(CSC=2CNCCC21)C(=O)N 3-(((4-methylpiperazin-1-yl)methyl)-5-(trifluoromethyl)phenyl)-4,5,6,7-tetrahydrothieno[2,3-c]pyridine-3-carboxamide